4-oxo-4H-chromen-2-carboxamide trifluoroacetate salt FC(C(=O)O)(F)F.O=C1C=C(OC2=CC=CC=C12)C(=O)N